4-(tert-pentyl)cyclohexan-1-one O-acetyl oxime C(C)(=O)ON=C1CCC(CC1)C(C)(C)CC